C(C)(C)(C)OC(=O)N[C@@H]([C@@H](CC1=C(CNC(OC(C)(C)C)=O)C=CC=C1)CNC1=C(C=C(C=C1)S(N(C1=NC=NS1)CC1=C(C=C(C=C1)OC)OC)(=O)=O)C#N)C tert-butyl (2-{(2S,3R)-3-[(tert-butoxycarbonyl)amino]-2-[({2-cyano-4-[(2,4-dimethoxybenzyl)(1,2,4-thiadiazol-5-yl)sulfamoyl]phenyl}amino)methyl]butyl}benzyl)-carbamate